4-bromo-5-(bromomethyl)-1H-pyrazole-3-carboxylic acid methyl ester COC(=O)C1=NNC(=C1Br)CBr